tris(1-phenylbutane-1,3-dione) iron [Fe].C1(=CC=CC=C1)C(CC(C)=O)=O.C1(=CC=CC=C1)C(CC(C)=O)=O.C1(=CC=CC=C1)C(CC(C)=O)=O